C(CCC)NCC(O)C1=CC=C(C=C1)O 4-[2-(butylamino)-1-hydroxyethyl]phenol